5-(((1R,3R,5R,7S)-adamantan-2-ylidene)(methoxy)methyl)-2-((E)-4-bromostyryl)phenol C12C(C3CC(CC(C1)C3)C2)=C(C=2C=CC(=C(C2)O)\C=C\C2=CC=C(C=C2)Br)OC